Cl.NC/C(/CN1N=CN(C1=O)CC=1SC(=CC1)C#CC1=CC=C(C=C1)OC)=C\F 2-[(2E)-2-(aminomethyl)-3-fluoroprop-2-en-1-yl]-4-(5-[(4-methoxyphenyl)ethynyl]thiophen-2-ylmethyl)-2,4-dihydro-3H-1,2,4-triazol-3-one hydrochloride